(2-butoxycarbonyl)oxyethyl methacrylate C(C(=C)C)(=O)OCCOC(=O)OC(C)CC